(1R,4R)-4-methoxycyclohexan-1-amine hydrochloride COC1CCC(CC1)N.Cl